C(C)(C)(C)OC(=O)N1N=C(C=2C1=CN=C(C2)C2=C(C=C(C=C2F)NCC(C)Cl)F)C=2C=NN(C2)C 5-(4-(2-chloropropylamino)-2,6-difluorophenyl)-3-(1-methyl-1H-pyrazol-4-yl)-1H-pyrazolo[3,4-c]Pyridine-1-carboxylic acid tert-butyl ester